C(C)(C)(C)N(C(C)(C)C)C N,N-di-tert-butylmonomethylamine